3-hydroxy-1-(4-methylbenzyl)-3-(2-oxo-2-phenylethyl)indol-2-one 4-Nitrophenyl-(RS)-[1-(thiophen-3-yl)propan-2-yl]carbamate [N+](=O)([O-])C1=CC=C(C=C1)N(C(O)=O)[C@@H](CC1=CSC=C1)C.OC1(C(N(C2=CC=CC=C12)CC1=CC=C(C=C1)C)=O)CC(C1=CC=CC=C1)=O |r|